C(/C1=CC=CC=C1)=N\C=1C=C(C=C(C(=O)OC)C1)C(=O)OC dimethyl (E)-5-(benzylideneamino)isophthalate